1-(4-bromo-2-fluorophenyl)-4-(dimethoxymethyl)piperidine (1R,3S)-3-(3-{[(5-methyl-1,3,4-oxadiazol-2-yl)acetyl]amino}-1H-pyrazol-5-yl)cyclopentyl-(2S)-butan-2-ylcarbamate CC1=NN=C(O1)CC(=O)NC1=NNC(=C1)[C@@H]1C[C@@H](CC1)N(C(O)=O)[C@@H](C)CC.BrC1=CC(=C(C=C1)N1CCC(CC1)C(OC)OC)F